4-(2-fluorophenyl)pyrimidin-2-amine FC1=C(C=CC=C1)C1=NC(=NC=C1)N